1-(4-((4-((2-fluoro-4-((2-(pyrrolidin-1-ylmethyl)pyridin-4-yl)oxy)phenyl)amino)-7-methoxyquinazolin-6-yl)amino)piperidin-1-yl)prop-2-en-1-one FC1=C(C=CC(=C1)OC1=CC(=NC=C1)CN1CCCC1)NC1=NC=NC2=CC(=C(C=C12)NC1CCN(CC1)C(C=C)=O)OC